(2S,4S)-1-((5-chloro-6-(((S)-4-(2,3-dihydrobenzo[b][1,4]dioxin-6-yl)-2,3-dihydro-1H-inden-1-yl)oxy)-2-methoxypyridin-3-yl)methyl)-4-hydroxypyrrolidine-2-carboxylic acid ClC=1C=C(C(=NC1O[C@H]1CCC2=C(C=CC=C12)C1=CC2=C(OCCO2)C=C1)OC)CN1[C@@H](C[C@@H](C1)O)C(=O)O